C1=CC=CC=2C1=CC1=C3C(=CC=4C=5C=CC=CC5C2C14)C=CC=C3 dibenzo(A,E)fluoranthene